ClC1=C(C=C(C=C1)NC(=O)N1[C@H]2C[C@@H](C[C@@]1(C2)C=2OC(=NN2)C)C(F)(F)F)C2=NN(C=N2)C (1R,3S,5S)-N-(4-chloro-3-(1-methyl-1H-1,2,4-triazol-3-yl)phenyl)-1-(5-methyl-1,3,4-oxadiazol-2-yl)-3-(trifluoromethyl)-6-azabicyclo[3.1.1]heptane-6-carboxamide